2-[2-(1-pyrrolidinyl)ethoxy]ethyl-N,N-dimethyl-amine N1(CCCC1)CCOCCN(C)C